NC1=C(SC=2N=C(N=C(C21)C)C)C(=O)NC2CC=1C=CC(=NC1CC2)N2CC(C(C2)NC)OC 5-amino-N-{2-[3-methoxy-4-(methylamino)pyrrolidin-1-yl]-5,6,7,8-tetrahydroquinolin-6-yl}-2,4-dimethylthieno[2,3-d]pyrimidine-6-carboxamide